(2-amino-6-(3-fluoro-2-(2-hydroxyethyl)phenyl)imidazo[1,2-a]pyridin-3-yl)((1s,2s)-2-fluorocyclopropyl)methanone methyl-(2RS)-2-(6-bromo-7-chloro-indazol-2-yl)-2-phenyl-acetate COC([C@@H](C1=CC=CC=C1)N1N=C2C(=C(C=CC2=C1)Br)Cl)=O.NC=1N=C2N(C=C(C=C2)C2=C(C(=CC=C2)F)CCO)C1C(=O)[C@H]1[C@H](C1)F |&1:3|